(S)-2-(5-bromo-3-methyl-2-oxopyrazin-1(2H)-yl)-4-methylpentanoic acid methyl ester COC([C@H](CC(C)C)N1C(C(=NC(=C1)Br)C)=O)=O